C1(CC1)NC=1C2=C(N=C(N1)NC1=CC=C(C=3OCCOC31)C(=O)N3CCN(CC3)C3COC3)NC=C2C#N 4-(cyclopropylamino)-2-((8-(4-(oxetan-3-yl)piperazine-1-carbonyl)-2,3-dihydrobenzo[b][1,4]dioxin-5-yl)amino)-7H-pyrrolo[2,3-d]pyrimidine-5-carbonitrile